CC1=NC(=NC(=C1)C)N1C[C@@H]2C[C@H](N(C[C@H]12)C(=O)C1=C(C=CC(=C1)F)N1N=CC=N1)C ((1R,4R,6S)-8-(4,6-dimethylpyrimidin-2-yl)-4-methyl-3,8-diazabicyclo[4.2.0]oct-3-yl)(5-fluoro-2-(2H-1,2,3-triazol-2-yl)phenyl)methanone